N-(1,1-Dimethylprop-2-ynyl)-4-[[2-(5-fluoro-2-hydroxyphenyl)acetyl]amino]pyridin CC(C#C)(C)N1CC=C(C=C1)NC(CC1=C(C=CC(=C1)F)O)=O